C(C)OC(=O)C=1NC=C(C1)C1=C(C=CC=C1)I 4-(2-iodophenyl)-1H-pyrrole-2-carboxylic acid ethyl ester